C(#C)C=1C=CC=C2C=C(C=C(C12)C1=C(C=2N=C(N=C(C2C=N1)N1CCOC[C@@H](C1)NC(C(=C)F)=O)OCC12CCCN2CCC1)F)O (R)-N-(4-(7-(8-ethynyl-3-hydroxynaphthalen-1-yl)-8-fluoro-2-((tetrahydro-1H-pyrrolizin-7a(5H)-yl)methoxy)pyrido[4,3-d]pyrimidin-4-yl)-1,4-oxazepan-6-yl)-2-fluoroacrylamide